(R)-ethyl 2-((2S,3R,6S)-2,3-bis(4-chlorophenyl)-6-(4-iodobenzyl)-5-oxomorpholino)pentanoate ClC1=CC=C(C=C1)[C@@H]1O[C@H](C(N([C@@H]1C1=CC=C(C=C1)Cl)[C@@H](C(=O)OCC)CCC)=O)CC1=CC=C(C=C1)I